BrC1=NN(C(=N1)C(CCCOC1OCCCC1)O)COC 1-(3-bromo-1-(methoxymethyl)1H-1,2,4-triazol-5-yl)-4-((tetrahydro-2H-pyran-2-yl)oxy)butan-1-ol